ClC1=C(C(=O)N[C@@H](CCOC2CC(C2)CCC2=NC=3NCCCC3C=C2)C(=O)O)C(=CN=C1)C(F)(F)F N-(3-chloro-5-(trifluoromethyl)isonicotinoyl)-O-((1R,3R)-3-(2-(5,6,7,8-tetrahydro-1,8-naphthyridin-2-yl)ethyl)cyclobutyl)-L-homoserine